Methyl (1r,4r)-4-(2-bromoacetyl)cyclohexane-1-carboxylate BrCC(=O)C1CCC(CC1)C(=O)OC